2-Chloro-5-(3-{[1-oxo-2-(2,2,2-trifluoroethyl)isoindolin-5-yloxy]methyl}phenyl)benzoic acid ClC1=C(C(=O)O)C=C(C=C1)C1=CC(=CC=C1)COC=1C=C2CN(C(C2=CC1)=O)CC(F)(F)F